1-(2-(2-((2-(2,6-dioxopiperidin-3-yl)-1,3-dioxoisoindolin-4-yl)amino)acetamido)ethyl)-N-(2-(((S)-2-methylpyrrolidin-1-yl)methyl)-1H-benzo[d]imidazol-5-yl)-1H-indazole-5-carboxamide O=C1NC(CCC1N1C(C2=CC=CC(=C2C1=O)NCC(=O)NCCN1N=CC2=CC(=CC=C12)C(=O)NC1=CC2=C(NC(=N2)CN2[C@H](CCC2)C)C=C1)=O)=O